cis,cis-N1,N3,N-Tris(6-(di((hexyloxycarbonyl)butyl)amino)hexyl)cyclohexane-1,3,5-tricarboxamide C(CCCCC)OC(=O)CCCCN(CCCCCCN(C(=O)C1CC(CC(C1)C(=O)N)C(=O)NCCCCCCN(CCCCC(=O)OCCCCCC)CCCCC(=O)OCCCCCC)CCCCCCN(CCCCC(=O)OCCCCCC)CCCCC(=O)OCCCCCC)CCCCC(=O)OCCCCCC